(2,4-dimethylpentadienyl)(ethylcyclopentadienyl)ruthenium (II) CC(=C[Ru]C1(C=CC=C1)CC)C=C(C)C